Octadecyl ((S)-(((2R,3S,5R)-5-(6-amino-2-fluoro-9H-purin-9-yl)-2-ethynyl-3-(((hexyloxy)carbonyl)oxy)tetrahydro-furan-2-yl)methoxy)(phenoxy)phosphoryl)-L-phenylalaninate NC1=C2N=CN(C2=NC(=N1)F)[C@H]1C[C@@H]([C@@](O1)(C#C)CO[P@](=O)(OC1=CC=CC=C1)N[C@@H](CC1=CC=CC=C1)C(=O)OCCCCCCCCCCCCCCCCCC)OC(=O)OCCCCCC